ClC1=C(C(=CC=C1)C(F)(F)F)C=1N=C(SC1)N 4-(2-chloro-6-(trifluoromethyl)phenyl)thiazol-2-amine